ClC=1N=C2SC=CN2C1S(=O)(=O)N1CCC(CC1)C=1C=C2C=CC=NC2=CC1C 6-chloro-5-((4-(7-methylquinolin-6-yl)piperidin-1-yl)sulfonyl)imidazo[2,1-b]thiazole